ClC=1C=C(C(=O)N2CC=3C(=NN4C3C(N(C[C@H]4CO)C(C)C4=CC=C(C#N)C=C4)=O)C[C@H]2C)C=CC1Cl 4-(1-((3R,7S)-2-(3,4-Dichlorobenzoyl)-7-(hydroxymethyl)-3-methyl-10-oxo-1,2,3,4,7,8-hexahydropyrido[4',3':3,4]pyrazolo[1,5-a]pyrazin-9(10H)-yl)ethyl)benzonitrile